CC1=C(C=C(C=C1)NC(=O)N1C[C@@H](CC1)CC(F)(F)F)B1OC(C(O1)(C)C)C (3S)-N-[4-methyl-3-(4,4,5-trimethyl-1,3,2-dioxaborolan-2-yl)phenyl]-3-(2,2,2-trifluoroethyl)pyrrolidine-1-carboxamide